N-formyl-tyrosine methyl ester COC([C@@H](NC=O)CC1=CC=C(C=C1)O)=O